BrC1=CC(=C(C=N1)OCC(CC(=C)C)(N)C)C(F)(F)F 1-((6-bromo-4-(trifluoromethyl)pyridin-3-yl)oxy)-2,4-dimethylpent-4-en-2-amine